tert-butyl (5-cyano-2-(trifluoromethyl)benzyl)carbamate C(#N)C=1C=CC(=C(CNC(OC(C)(C)C)=O)C1)C(F)(F)F